ClC=1C=CC=2N(C1)C(=CN2)C2=NC(=NC=N2)N2CC(OCC2)C=2C=NNC2 4-[4-(6-chloroimidazo[1,2-a]pyridin-3-yl)-1,3,5-triazin-2-yl]-2-(1H-pyrazol-4-yl)morpholine